C1=C(C=CC2=CC=CC=C12)N(C1=CC=C(C=C1)C1=CC=C(C=C1)N(C1=CC=CC=C1)C1=CC2=CC=CC=C2C=C1)C1=CC=CC=C1 N4,N4'-bis(naphthalen-2-yl)-N4,N4'-diphenyl-[1,1'-biphenyl]-4,4'-diamine